platinum chloride [Pt](Cl)Cl